[Br-].C1(=CC=CC=C1)[P+](CC1=NC=CC=C1)(C1=CC=CC=C1)C1=CC=CC=C1 triphenyl-(pyridin-2-ylmethyl)phosphonium bromide